C1(=CC=CC=C1)C1=NC(=NC(=N1)C1=CC=CC=C1)C=1C=C(C(=CC1)C1=CC=CC=C1)O 4-(4,6-diphenyl-1,3,5-triazin-2-yl)-[1,1'-biphenyl]-2-ol